C(=O)O.ClC1=C(CN2CCC(CC2)C(=O)O)C(=CC(=C1)C1CN(C1)C1=C(C=CC=C1Cl)Cl)C 1-(2-chloro-4-(1-(2,6-dichlorophenyl)azetidin-3-yl)-6-methylbenzyl)piperidine-4-carboxylic acid, formate salt